C(C)OC(=O)C=1N=C2N(C=C(N=C2NCC2(CCN(CC2)C(=O)OC(C)(C)C)F)Br)C1 6-Bromo-8-[(1-tert-butoxycarbonyl-4-fluoro-piperidin-4-ylmethyl)-amino]-imidazo[1,2-a]pyrazine-2-carboxylic acid ethyl ester